BrC=1C=C(C=CC1Cl)S(=O)(=O)N(CCC)C 3-Bromo-4-chloro-N-methyl-N-propyl-benzenesulfonamide